[N+](=O)([O-])C=1C=NN2C1N=C(C=C2N)C2=CC=CC=C2 3-nitro-5-phenylpyrazolo[1,5-a]pyrimidine-7-amine